O=C1N(C2=CC=CC=3C2=C1C=CC3CC3=CC=C(C=C3)C(F)(F)F)C3C(NC(CC3)=O)=O 3-[2-oxo-5-[[4-(trifluoromethyl)phenyl]methyl]benzo[cd]indol-1-yl]piperidine-2,6-dione